(trans-3-(3-cyclopropyl-4-(7-fluoro-1-methyl-1H-pyrrolo[3,2-c]pyridin-4-yl)-1H-pyrazol-1-yl)cyclobutyl)methylamine C1(CC1)C1=NN(C=C1C1=NC=C(C2=C1C=CN2C)F)[C@@H]2C[C@H](C2)CN